(2S,3R)-2-amino-3-((tert-butyldimethylsilyl)oxy)-N-methylbutanamide N[C@H](C(=O)NC)[C@@H](C)O[Si](C)(C)C(C)(C)C